BrC=1C(=CC(=C(C1)S(=O)(=O)N1CCC(C2=CC=CC=C12)(C)C)F)Cl 1-((5-bromo-4-chloro-2-fluorophenyl)sulfonyl)-4,4-dimethyl-1,2,3,4-tetrahydroquinoline